1-((1R,2R)-2-(1H-benzo[d]imidazol-2-yl)cyclopropane-1-carboxamido)-N-(4-(trifluoromethyl)phenyl)cyclopropane-1-carboxamide N1C(=NC2=C1C=CC=C2)[C@H]2[C@@H](C2)C(=O)NC2(CC2)C(=O)NC2=CC=C(C=C2)C(F)(F)F